COC1=CC=C(C=N1)[C@H](CC(=O)O)NC(=O)C1CC2(CN(C2)CCCC2=NC=3NCCCC3C=C2)C1 (S)-3-(6-methoxypyridin-3-yl)-3-(2-(3-(5,6,7,8-tetrahydro-1,8-naphthyridin-2-yl)propyl)-2-azaspiro[3.3]heptane-6-carboxamido)propionic acid